C(C1=CC=CC=C1)N1C=C(C(C=C1)=N)N 1-benzyl-4-imino-1,4-dihydropyridin-3-amine